3,4-dihydrobenzo[4,5]imidazo[1,2-a]pyrazin-1(2H)-one C1(C=2N(CCN1)C1=C(N2)C=CC=C1)=O